O1C2=C(OC(C1([2H])[2H])([2H])[2H])C=C(C=C2)OC2CCN(CC2)C2=C(C=C1C(=N2)COC1=O)C 2-(4-((2,3-dihydrobenzo[b][1,4]dioxin-6-yl-2,2,3,3-d4)oxy)piperidin-1-yl)-3-methylfuro[3,4-b]pyridin-5(7H)-one